4-benzyloxy-1-(3,4-difluorophenyl)-3-iodo-2-isopropyl-indole C(C1=CC=CC=C1)OC1=C2C(=C(N(C2=CC=C1)C1=CC(=C(C=C1)F)F)C(C)C)I